FC=1C(=NC(=NC1)N[C@H]1[C@@H](COCC1)O)C1=CC=C2C(C(=C(N(C2=C1)C(C)C)C(=O)O)C)=O 7-(5-fluoro-2-(((3S,4R)-3-hydroxytetrahydro-2H-pyran-4-yl)amino)pyrimidin-4-yl)-1-isopropyl-3-methyl-4-oxo-1,4-dihydroquinoline-2-carboxylic acid